1-[4-(8-[(5-chloro-6-fluoro-1H-indazol-4-yl)oxy]-2-{[2-(propan-2-yl)pyridin-3-yl]oxy}pyrido[3,4-d]pyrimidin-4-yl)piperazin-1-yl]prop-2-en-1-one ClC=1C(=C2C=NNC2=CC1F)OC1=NC=CC2=C1N=C(N=C2N2CCN(CC2)C(C=C)=O)OC=2C(=NC=CC2)C(C)C